C(C#CC)(=O)N[C@H]1C[C@H](CCC1)C1=C2C(=C(NC2=C(C(=C1F)F)C(=O)N)C)C#N 4-((1S,3R)-3-(but-2-ynamido)cyclohexyl)-3-cyano-5,6-difluoro-2-methyl-1H-indole-7-carboxamide